hexane-1,6-diyl (10E,10'E)-bis(9-((stearoyloxy)methyl)octadec-10-enoate) C(CCCCCCCCCCCCCCCCC)(=O)OCC(CCCCCCCC(=O)OCCCCCCOC(CCCCCCCC(C=CCCCCCCC)COC(CCCCCCCCCCCCCCCCC)=O)=O)\C=C\CCCCCCC